BrC1=C(C=CC=C1N(C1=CC=CC=C1)C1=CC2=CC=CC=C2C=C1)N(C1=CC2=CC=CC=C2C=C1)C1=CC=CC2=CC=CC=C12 2-bromo-N1-(naphthalen-1-yl)-N1,N3-di(naphthalen-2-yl)-N3-phenylbenzene-1,3-diamine